CC=1C=C2C(C(=C(OC2=C(C1)C(C)NC1=C(C(=O)O)C=CC=C1)C1=CC2=CN(N=C2C=C1)C)C(F)(F)F)=O 2-((1-(6-methyl-2-(2-methyl-2H-indazol-5-yl)-4-oxo-3-(trifluoromethyl)-4H-chromen-8-yl)ethyl)amino)benzoic acid